(5-Methoxypicolinoyl)-L-alanine COC=1C=CC(=NC1)C(=O)N[C@@H](C)C(=O)O